(difluoromethyl)-1H-imidazol-2(3H)-one FC(F)N1C(NC=C1)=O